ClC1=C(C=CC(=C1)F)C1N(CCC1)C1=NC=C(C(=O)N[C@H](C)\C=C\S(=O)(=O)C)C=C1 6-(2-(2-chloro-4-fluorophenyl)pyrrolidin-1-yl)-N-((R,E)-4-(methylsulfonyl)but-3-en-2-yl)nicotinamide